NC12C(OC3=C1C=CC(=C3)C(C)C)(C3=C(C=CC=C3C2=O)[N+](=O)[O-])O 9b-amino-4b-hydroxy-7-isopropyl-4-nitro-4bH-indeno[1,2-b]benzofuran-10(9bH)-one